2-(2-aminopyridin-4-yl)-3-(4-fluorophenyl)-5-methyl-1,5,6,7-tetrahydro-4H-pyrrolo[3,2-c]pyridin NC1=NC=CC(=C1)C1=C(C=2CN(CCC2N1)C)C1=CC=C(C=C1)F